perfluoroheptanoic acid, perfluorooctanoic acid salt FC(C(=O)O)(C(C(C(C(C(C(F)(F)F)(F)F)(F)F)(F)F)(F)F)(F)F)F.FC(C(=O)O)(C(C(C(C(C(F)(F)F)(F)F)(F)F)(F)F)(F)F)F